C[C@H]1CN(C[C@H](N1)C)C1=NC(N2C3=C(C(=C(C=C13)C(F)(F)F)C1=NC=C(C=C1)F)SC[C@H](C2)OC)=O (S)-8-((3S,5R)-3,5-dimethylpiperazin-1-yl)-11-(5-fluoropyridin-2-yl)-3-methoxy-10-(trifluoromethyl)-3,4-dihydro-2H,6H-[1,4]thiazepino[2,3,4-ij]quinazolin-6-one